tin trifluoride chloride [Sn](Cl)(F)(F)F